C1(CCC1)NCCCCCCCSC=1C=C2CN(C(C2=CC1)=O)C1C(NC(CC1)=O)=O 3-(5-((7-(cyclobutylamino)heptyl)thio)-1-oxoisoindolin-2-yl)piperidine-2,6-dione